N6-(t-butoxycarbonyl)-L-lysylglycine C(C)(C)(C)OC(=O)NCCCC[C@H](N)C(=O)NCC(=O)O